CC1=C(C(NC2=CC=CC(=C12)C)=O)C(\C=C\C1=CC=C(C=C1)C)=O (E)-4,5-dimethyl-3-(3-(p-tolyl)acryloyl)quinolin-2(1H)-one